N1=C(C=CC2=NC=CC=C12)C=1C=CN2N=C(N=CC21)NCC2(CC2)C(F)(F)F 5-(1,5-naphthyridin-2-yl)-N-((1-(trifluoromethyl)cyclopropyl)methyl)pyrrolo[2,1-f][1,2,4]triazin-2-amine